2-(2,6-dichloro-phenyl)-1H-benzoimidazole ClC1=C(C(=CC=C1)Cl)C1=NC2=C(N1)C=CC=C2